COC1=C(C(=O)O)C(=CC(=C1)O)OC 2,6-dimethoxy-4-hydroxybenzoic acid